FC1([C@H](C1)C(=O)NC1=NC=NC(=C1)C=1C(=NN(C1)C)NC=1C=NC(=CC1C)C(CC)O)F (1R)-2,2-difluoro-N-{6-[3-({6-[1-hydroxypropyl]-4-methylpyridin-3-yl}amino)-1-methylpyrazol-4-yl]pyrimidin-4-yl}cyclopropane-1-carboxamide